N-(5-((6-((R)-3-(3-chloro-4-fluorophenyl)isoxazolidine-2-yl)pyrimidine-4-yl)amino)-2-(4-(4-cyclopropyl-3,3-dimethylpiperazine-1-yl)piperidine-1-yl)-4-methoxyphenyl)acrylamide ClC=1C=C(C=CC1F)[C@@H]1N(OCC1)C1=CC(=NC=N1)NC=1C(=CC(=C(C1)NC(C=C)=O)N1CCC(CC1)N1CC(N(CC1)C1CC1)(C)C)OC